NC=1C(N(C=CC1)CC1=NC2=C(N1COCC[Si](C)(C)C)C=C(C=C2OC(C)(C)C)F)=O 3-amino-1-((4-(tert-butoxy)-6-fluoro-1-((2-(trimethylsilyl)ethoxy)methyl)-1H-benzo[d]imidazol-2-yl)methyl)pyridin-2(1H)-one